acetyl-β-alanine C(C)(=O)NCCC(=O)O